N,N'-dihydroxyethylethylenediamine ONCCN(O)CC